ClC1=C(C=C(C(=C1)CC1=CC=C(C=C1)OC)C)C(=N)N(C)CC (2-chloro-4-(4-methoxybenzyl)-5-methylphenyl)-N-ethyl-N-methylformamidine